O=C1NC(CCC1N1C(C2=CC=C(C=C2C1=O)OCCCCCN1CCC(CC1)OC1CN(C1)C1=CC=C(C=C1)C=1C=CC=2C3=C(N(C2C1)C)C=CN=C3)=O)=O 2-(2,6-dioxopiperidin-3-yl)-5-((5-(4-((1-(4-(5-methyl-5H-pyrido[4,3-b]indol-7-yl)phenyl)azetidin-3-yl)oxy)piperidin-1-yl)pentyl)oxy)isoindoline-1,3-dione